COC1=C(C=NC=N1)C1=NC=CC(=N1)N 6'-methoxy-[2,5'-bipyrimidin]-4-amine